(2S,7S)-N-((S)-1-cyano-2-(4-(3-methyl-2-oxo-2,3-dihydrobenzo[d]oxazol-5-yl)phenyl)ethyl)-7-methoxy-1,4-oxazocane-2-carboxamide C(#N)[C@H](CC1=CC=C(C=C1)C=1C=CC2=C(N(C(O2)=O)C)C1)NC(=O)[C@H]1OC[C@H](CCNC1)OC